NC(C(=O)[O-])CC(C)(C)C 2-amino-4,4-dimethylvalerate